C(C)(C)N1N=C(C=C1)B1OC(C)(C)C(C)(C)O1 1-isopropylpyrazole-3-boronic acid pinacol ester